tert-butyl (1R*,2S*,3R*,5S*)-(±)-3-((5-chloro-4-(3-cyano-4-fluoro-1-isopropyl-2-methyl-1H-indol-6-yl)pyrimidin-2-yl)amino)-2-hydroxy-8-azabicyclo[3.2.1]octane-8-carboxylate ClC=1C(=NC(=NC1)N[C@H]1[C@@H]([C@H]2CC[C@@H](C1)N2C(=O)OC(C)(C)C)O)C2=CC(=C1C(=C(N(C1=C2)C(C)C)C)C#N)F |r|